2-[(2R,4R)-4-({6-[(1S)-1-[(2S)-1-Methylpyrrolidin-2-yl]ethoxy]-2-[5-(2-phenylpropan-2-yl)-1,3-oxazol-2-yl]pyrimidin-4-yl}oxy)-1-(prop-2-enoyl)pyrrolidin-2-yl]acetonitrile CN1[C@@H](CCC1)[C@H](C)OC1=CC(=NC(=N1)C=1OC(=CN1)C(C)(C)C1=CC=CC=C1)O[C@@H]1C[C@H](N(C1)C(C=C)=O)CC#N